C(C[Si](OC)(OC)OC)[Si](OC)(OC)OC ethylenebis(trimethoxysilane)